C(#N)C=1N(C2=CC=C(C(=C2C1)C)CN1CCC2(CN(C2)C2=NC=NC3=CC=C(C=C23)CC(F)(F)F)CC1)CC1CCC(CC1)NS(=O)(=O)C N-(1R,4R)-[4-[[2-cyano-4-methyl-5-[[2-[6-(2,2,2-trifluoroethyl)quinazolin-4-yl]-2,7-diazaspiro[3.5]nonan-7-yl]methyl]indol-1-yl]methyl]cyclohexyl]methanesulfonamide